N1-(4-amino-1,3-dihydrofuro[3,4-c]pyridin-7-yl)-N2-(benzo[d]thiazol-5-ylmethyl)-N2-((3-fluoropyridin-2-yl)methyl)oxalamide NC1=NC=C(C2=C1COC2)NC(C(=O)N(CC2=NC=CC=C2F)CC=2C=CC1=C(N=CS1)C2)=O